2-(methoxy-4-nitrophenyl)-3-(4-nitrophenyl)-5-(2,4-disulfophenyl)-2H-tetrazole, monosodium salt [Na+].COC1=C(C=CC(=C1)[N+](=O)[O-])N1NC(=NN1C1=CC=C(C=C1)[N+](=O)[O-])C1=C(C=C(C=C1)S(=O)(=O)[O-])S(=O)(=O)[O-]